C1(C=CC(N1C=1C=C(OC2=CC=C(C(C)(C)C3=CC=C(C=C3)C(C3=CC=C(C=C3)OC3=CC(=CC=C3)N3C(C=CC3=O)=O)(C)C)C=C2)C=CC1)=O)=O 1,4-bis[4-(3-maleimidophenoxy)-alpha,alpha-dimethylbenzyl]benzene